3-(3-((6-(3-(2-ethoxyphenoxy)piperidin-1-yl)pyrazin-2-yl)amino)-3-oxopropyl)benzoic acid C(C)OC1=C(OC2CN(CCC2)C2=CN=CC(=N2)NC(CCC=2C=C(C(=O)O)C=CC2)=O)C=CC=C1